NC=1C2=C(N=CN1)N(C(=C2C=2CCN(CC2)C(=O)N2CCCC2)C2=CC=C(C=C2)NC(C(=C)C)=O)C N-(4-(4-amino-7-methyl-5-(1-(pyrrolidine-1-carbonyl)-1,2,3,6-tetrahydropyridin-4-yl)-7H-pyrrolo[2,3-d]pyrimidin-6-yl)phenyl)methacrylamide